C(C)(=O)O.C(C)(=O)O.C(C)(=O)O.C(C)(=O)O.NC1C(CCCC1)N 1,2-diaminocyclohexane tetraacetate